C1C(CCCCCCCCOC=CCCC1)=O 11-OXA-12-CYCLOHEXADECEN-2-ONE